N-(3-Cyano-4-methyl-1H-indol-7-yl)-1-(difluoromethyl)pyrazol-4-sulfonamid C(#N)C1=CNC2=C(C=CC(=C12)C)NS(=O)(=O)C=1C=NN(C1)C(F)F